1'-Benzyl-7-(hydroxymethyl)-2H-spiro[benzofuran-3,4'-piperidine]-6-carboxylic acid C(C1=CC=CC=C1)N1CCC2(CC1)COC1=C2C=CC(=C1CO)C(=O)O